FC=1C=C(C=CC1N1CCN(CC1)C(C1=CC(=CC=C1)O)=O)C(CCC)=O 1-(3-fluoro-4-(4-(3-hydroxybenzoyl)piperazin-1-yl)phenyl)butan-1-one